COC(=O)N1CCCCC1 methyl-piperidine-1-carboxylate